C1(CC1)[C@H]1CN(CCN1)C=1N=NC=CN1 3-[(3S)-3-cyclopropylpiperazin-1-yl]-1,2,4-triazin